1-(2-bromo-4-chlorophenyl)-4-(diethoxymethyl)-1H-1,2,3-triazole BrC1=C(C=CC(=C1)Cl)N1N=NC(=C1)C(OCC)OCC